1-(4-methoxy-phenyl)-2-methylallyl alcohol COC1=CC=C(C=C1)C(C(=C)C)O